BrC1=CN=CC2=CC=CC(=C12)[14CH3] 4-bromo-5-(methyl-14C)isoquinoline